cis-8'-Bromo-7'-fluoro-3'-methyl-3-phenylspiro[cyclobutane-1,1'-pyrrolo[2,3-c]quinolin]-2'(3'H)-one BrC1=CC=2C3=C(C=NC2C=C1F)N(C(C31CC(C1)C1=CC=CC=C1)=O)C